C1(=CC=CC=C1)[AsH](O)=O phenyl-arsinic acid